FC=1C=C(C=C(C1F)F)N1N=NC=C1 (3,4,5-trifluorophenyl)-1H-1,2,3-triazol